2-(((2S,4s,6S)-6-((3,6-dimethoxyisoquinolin-1-yl)amino)spiro[3.3]heptan-2-yl)oxy)nicotinamide COC=1N=C(C2=CC=C(C=C2C1)OC)NC1CC2(CC(C2)OC2=C(C(=O)N)C=CC=N2)C1